(S)-1-(4-((1-(5-(3,5-difluorophenyl)-4,5-dihydro-1H-pyrazole-1-carbonyl)azetidin-3-yl)oxy)-5-fluoropyridin-2-yl)-3,5-dimethyl-1H-pyrazole-4-carbonitrile FC=1C=C(C=C(C1)F)[C@@H]1CC=NN1C(=O)N1CC(C1)OC1=CC(=NC=C1F)N1N=C(C(=C1C)C#N)C